(R)-5-(2-fluoro-4-(5-(4-fluorophenyl)-3-oxo-6,7-dihydro-3H-pyrrolo[2,1-c][1,2,4]triazol-2(5H)-yl)phenoxy)-4-methylthiazole-2-carboxamide FC1=C(OC2=C(N=C(S2)C(=O)N)C)C=CC(=C1)N1N=C2N(C1=O)[C@H](CC2)C2=CC=C(C=C2)F